C(C)OC(C=CC12CC(C1)(C2)NC(=O)OC(C)(C)C)=O 3-(3-((tert-Butoxycarbonyl)amino)bicyclo[1.1.1]pent-1-yl)acrylic acid ethyl ester